BrC1=CC=C(C(=C1C(=O)C1=NC(=CC=C1F)OC)Cl)C(F)(F)F [6-bromo-2-chloro-3-(trifluoromethyl)phenyl]-(3-fluoro-6-methoxy-2-pyridyl)methanone